2-[1-(3,4-dichlorophenyl)-5-methyl-1H-pyrazol-3-yloxy]-N,N-diethylethylamine hydrochloride Cl.ClC=1C=C(C=CC1Cl)N1N=C(C=C1C)OCCN(CC)CC